ClC1=NC(=CC(=C1F)NC(OC(C)(C)C)=O)C1CC1 tert-butyl N-(2-chloro-6-cyclopropyl-3-fluoro-4-pyridyl)carbamate